COC(C1=C(C(=C(C(=C1)F)Br)Cl)F)=O 4-bromo-3-chloro-2,5-difluorobenzoic acid methyl ester